2-phenylpropan-2-yl (S)-3-((((9H-fluoren-9-yl)methoxy)carbonyl)amino)-4-((3-(allyloxy)-3-oxopropyl)(methyl)amino)-4-oxobutanoate C1=CC=CC=2C3=CC=CC=C3C(C12)COC(=O)N[C@@H](CC(=O)OC(C)(C)C1=CC=CC=C1)C(=O)N(C)CCC(=O)OCC=C